O=C1NC(CCC1NC=1C=C(C=CC1)C#CCNC(=O)C1=C(C=C(C=N1)C1=NC=C(C=C1)OC1=C2C=C(C(N(C2=CC(=C1)CC)C)=O)C)C)=O N-(3-(3-((2,6-dioxopiperidin-3-yl)amino)phenyl)prop-2-yn-1-yl)-5-((7-ethyl-1,3-dimethyl-2-oxo-1,2-dihydroquinolin-5-yl)oxy)-5'-methyl-[2,3'-bipyridine]-6'-carboxamide